BrC=1C(=NC(=CC1)N(C(=O)OC(C)(C)C)C(=O)OC(C)(C)C)C(=O)OC methyl 3-bromo-6-(bis(tert-butoxycarbonyl)amino)picolinate